C(#N)C(NC(=O)[C@@H]1[C@H]2C([C@H]2CN1C([C@H](C(C)(C)C)NC(C(F)(F)F)=O)=O)(C)C)C1=CN=CC2=CC=CC=C12 (1R,2S,5S)-N-[cyano(isoquinolin-4-yl)methyl]-3-[(2S)-3,3-dimethyl-2-(2,2,2-trifluoroacetamido)butanoyl]-6,6-dimethyl-3-azabicyclo[3.1.0]hexane-2-carboxamide